C1(CC1)OC1=C(C=O)C=CC=C1NC 2-CYCLOPROPOXY-3-(METHYLAMINO)BENZALDEHYDE